9-(3-bromophenyl)-9H-purin-2-amine BrC=1C=C(C=CC1)N1C2=NC(=NC=C2N=C1)N